2-((2s,3s)-3-aminobicyclo[3.2.1]oct-2-yl)-3-bromo-5-chloro-N-(thiophen-2-ylmethyl)thieno[3,2-b]pyridin-7-amine formate C(=O)O.N[C@@H]1[C@H](C2CCC(C1)C2)C2=C(C1=NC(=CC(=C1S2)NCC=2SC=CC2)Cl)Br